N-cyclobutyl-N-((5-fluoro-2-(1H-pyrrolo[2,3-b]pyridin-3-yl)pyrimidin-4-yl)amino)glycine C1(CCC1)N(CC(=O)O)NC1=NC(=NC=C1F)C1=CNC2=NC=CC=C21